3-methyl-1-(2,4,6-trihydroxyphenyl)butan-1-one CC(CC(=O)C1=C(C=C(C=C1O)O)O)C